ClC1=CC=C(CN(S(=O)(=O)C)C2=NN=C(S2)NC(C2=C(C=NC=C2)C2=C(C=CC=C2)OC)=O)C=C1 N-(5-(N-(4-chlorobenzyl)methylsulfonamido)-1,3,4-thiadiazol-2-yl)-3-(2-methoxyphenyl)isonicotinamide